(S)-N-(4-amino-1-(3-methoxyphenyl)-4-oxobutyl)-5-(4-(trifluoromethyl)phenyl)-3,4-dihydroisoquinoline-2(1H)-carboxamide NC(CC[C@@H](C1=CC(=CC=C1)OC)NC(=O)N1CC2=CC=CC(=C2CC1)C1=CC=C(C=C1)C(F)(F)F)=O